(E)-3-((phenylsulfonyl)methylene)piperidine-1-carboxylic acid tert-butyl ester C(C)(C)(C)OC(=O)N1C/C(/CCC1)=C/S(=O)(=O)C1=CC=CC=C1